2-bromo-3-methyl-5-{[4-(trifluoromethyl)phenyl]methyl}pyridine sulfonium [SH3+].BrC1=NC=C(C=C1C)CC1=CC=C(C=C1)C(F)(F)F